2-((6-methoxy-1-(2-(5-methoxy-1H-indol-3-yl)ethyl)-2-(morpholin-4-carbonyl)-1,2,3,4-tetrahydroisoquinolin-7-yl)oxy)acetic acid COC=1C=C2CCN(C(C2=CC1OCC(=O)O)CCC1=CNC2=CC=C(C=C12)OC)C(=O)N1CCOCC1